C(C)(C)(C)OC(=O)N1C(C=2C=CC(=NC2CC1C(C)C)Cl)=O 2-Chloro-5-oxo-7-(propan-2-yl)-5,6,7,8-tetrahydro-1,6-naphthyridine-6-carboxylic acid tert-butyl ester